(s)-2-(5,7-dichloro-3-((3-furylmethyl)amino)benzisothiazole-6-carboxamido)-3-(3-(methylsulfonyl)phenyl)propanoic acid ClC=1C(=C(C2=C(C(=NS2)NCC2=COC=C2)C1)Cl)C(=O)N[C@H](C(=O)O)CC1=CC(=CC=C1)S(=O)(=O)C